7-(2-((4-((1S,4S)-2,5-diazabicyclo[2.2.1]heptan-2-yl)-2-ethylphenyl)amino)-5-(trifluoromethyl)pyrimidin-4-yl)-4-cyclopropyl-3,4-dihydrothieno[2,3-f][1,4]thiazepin-5(2H)-one 1,1-dioxide [C@@H]12N(C[C@@H](NC1)C2)C2=CC(=C(C=C2)NC2=NC=C(C(=N2)C2=CC1=C(C(N(CCS1(=O)=O)C1CC1)=O)S2)C(F)(F)F)CC